ClC1=NC=C(C(=O)NC([2H])([2H])[2H])C(=C1)NC1=CN(C2=C1C(N(C=C2Cl)C)=O)C 6-Chloro-4-((7-chloro-1,5-dimethyl-4-oxo-4,5-dihydro-1H-pyrrolo[3,2-c]pyridin-3-yl)amino)-N-(methyl-d3)nicotinamide